4-ethylamino-6-isopropylamino-1,3,5-triazine C(C)NC1=NC=NC(=N1)NC(C)C